(S)-2-amino-1-(3-(2-(dimeth-ylamino)ethyl)-1H-indol-1-yl)propan-1-one dihydrochloride Cl.Cl.N[C@H](C(=O)N1C=C(C2=CC=CC=C12)CCN(C)C)C